1-(2,5,8,11,14,17-hexaoxabicyclo[16.4.0]docosa-1(18),19,21-trien-20-yl)piperidine C1=2OCCOCCOCCOCCOCCOC2C=C(C=C1)N1CCCCC1